FC1=C(C=C(C(=C1)OC1=CC=NC2=CC(=C(C=C12)C)C=1C=NN(C1)C)F)NC(=O)C1(CC1)C(=O)NC1=CC=C(C=C1)F 1-N'-[2,5-difluoro-4-[6-methyl-7-(1-methylpyrazol-4-yl)quinolin-4-yl]oxyphenyl]-1-N-(4-fluorophenyl)cyclopropane-1,1-dicarboxamide